N-(2,4-difluorophenyl)benzamide hydrochloride Cl.FC1=C(C=CC(=C1)F)NC(C1=CC=CC=C1)=O